C(C)C1=C2C(=CC(=CC2=CC=C1F)O)C1=C(C=2N=C(N=C(C2C=N1)N1CCOC[C@@H](C1)CO)OC[C@]12CCCN2C[C@@H](C1)F)F 5-Ethyl-6-fluoro-4-(8-fluoro-2-(((2R,7aS)-2-fluorotetrahydro-1H-pyrrolizin-7a(5H)-yl)methoxy)-4-((S)-6-(hydroxymethyl)-1,4-oxazepan-4-yl)pyrido[4,3-d]pyrimidin-7-yl)naphthalen-2-ol